CNC(O[C@@H]1CC[C@H](CC1)C(N(C[C@@H]1CC[C@H](CC1)C1=NC(=C(C=C1)OC)C)C1=CC(=CC=C1)C=1C=NN(C1)C(C)(C)C)=O)=O trans-4-((3-(1-(tert-Butyl)-1H-pyrazol-4-yl)phenyl)((trans-4-(5-methoxy-6-methyl-pyridin-2-yl)cyclohexyl)methyl)carbamoyl)cyclohexyl methylcarbamate